2-fluoro-N-[(3R,4S)-4-fluoro-1-(4-fluorobenzoyl)pyrrolidin-3-yl]benzamide FC1=C(C(=O)N[C@@H]2CN(C[C@@H]2F)C(C2=CC=C(C=C2)F)=O)C=CC=C1